C1(=CC=CC=C1)N(C1=CC=C(C=C1)C=CC(CC(=O)C=1C(OC2=CC(=CC=C2C1)O)=O)=O)C1=CC=CC=C1 5-(4-(diphenyl-amino)phenyl)-1-(7-hydroxy-coumarin-3-yl)-4-pentene-1,3-dione